O1[C@@H](COCC1)CN 1-[(2R)-1,4-dioxan-2-yl]methylamine